2-(methoxymethyl)-4-methylthiophen-3-amine COCC=1SC=C(C1N)C